C1(CC1)C1=CC(=NC=C1)N1N=CC(=C1)S(=O)(=O)NC=1C(=CC=C2C=NN(C12)C)OC([2H])([2H])[2H] 1-(4-cyclopropylpyridin-2-yl)-N-(6-(methoxy-d3)-1-methyl-1H-indazol-7-yl)-1H-pyrazole-4-sulfonamide